(4R)-4-[3-Oxo-3-[3-[3-[1-(trifluoromethyl)cyclopropyl]phenyl]azetidin-1-yl]propyl]oxazolidin-2-one O=C(CC[C@H]1NC(OC1)=O)N1CC(C1)C1=CC(=CC=C1)C1(CC1)C(F)(F)F